BrC1=CC2=C(C3=NC=C(C=C3N2C(C2CCOCC2)C2=CC=CC=C2)C2=C(N=NN2C)C)O1 2-bromo-6-(1,4-dimethyl-1H-1,2,3-triazol-5-yl)-4-(phenyl-(tetrahydro-2H-pyran-4-yl)methyl)-4H-furo[2',3':4,5]pyrrolo[3,2-b]pyridine